benzyl 4-[3-[1-(3-amino-6-chloro-pyridazin-4-yl)azetidin-3-yl]oxyphenyl]piperazine-1-carboxylate NC=1N=NC(=CC1N1CC(C1)OC=1C=C(C=CC1)N1CCN(CC1)C(=O)OCC1=CC=CC=C1)Cl